1-(2-(isoindolin-2-yl)-7-methyl-4-oxo-4H-pyrido[1,2-a]pyrimidin-9-yl)-1,2,3,4-tetrahydroquinoline-3-carboxylic acid C1N(CC2=CC=CC=C12)C=1N=C2N(C(C1)=O)C=C(C=C2N2CC(CC1=CC=CC=C21)C(=O)O)C